(Z)-3-hexenol formate C(=O)OCC\C=C/CC